5-amino-1-[1-(azetidin-3-yl)-4-piperidinyl]-3-[4-(2,4-difluorophenoxy)phenyl]pyrazole-4-carboxamide NC1=C(C(=NN1C1CCN(CC1)C1CNC1)C1=CC=C(C=C1)OC1=C(C=C(C=C1)F)F)C(=O)N